FC=1C=C2C(=CNC(C2=CC1)=O)C(C)NCCS(=O)(=O)N 2-((1-(6-fluoro-1-oxo-1,2-dihydroisoquinolin-4-yl)ethyl)amino)ethane-1-sulfonamide